ClC=1C(=C(C(=CC1)N1N=NN=C1)C1=CC(N2[C@@H](CC[C@H]2C1)C=1NC(=CN1)C=1C=CC2=C(N(C(N2)=O)C)C1)=O)F |o1:19| 6-(2-((3S,8aS*)-7-(3-Chloro-2-fluoro-6-(1H-tetrazol-1-yl)phenyl)-5-oxo-1,2,3,5,8,8a-hexahydroindolizin-3-yl)-1H-imidazol-5-yl)-1-methyl-1H-benzo[d]imidazol-2(3H)-one